OC(C#C\C(=C/C=O)\C1=CC=CC=C1)(C#CC1=CC=C(C=C1)C)C=1C=C(C=CC1)C (Z)-6-hydroxy-3-phenyl-6-(m-tolyl)-8-(p-tolyl)oct-2-en-4,7-diyne-1-al